FC=1C=C(C=C(C1)F)N(S(=O)(=O)CC)CC1=NC=C(C=C1)C(=O)NN N-(3,5-difluorophenyl)-N-((5-(hydrazinecarbonyl)pyridin-2-yl)methyl)ethanesulfonamide